(R)-3-(3-fluoro-4-methoxyphenyl)-3-(3-(3-(5,6,7,8-tetrahydro-1,8-naphthyridin-2-yl)propoxy)azetidin-1-yl)propionic acid FC=1C=C(C=CC1OC)[C@@H](CC(=O)O)N1CC(C1)OCCCC1=NC=2NCCCC2C=C1